FC1=CC=C(C=C1)N1N=CC2=CC(=C(C=C12)C)C12C(CN(C1)C(=O)OC(C)(C)C)CC(C2)=O tert-butyl 3a-(1-(4-fluorophenyl)-6-methyl-1H-indazol-5-yl)-5-oxohexahydrocyclopenta[c]pyrrole-2(1H)-carboxylate